Methanol-d2 C(O)([2H])[2H]